6-fluoro-N-(2-methylpyrimidin-5-yl)-N-((2-(trimethylsilyl)ethoxy)methyl)isoquinolin-1-amine FC=1C=C2C=CN=C(C2=CC1)N(COCC[Si](C)(C)C)C=1C=NC(=NC1)C